1-(4-((6-bromo-5-methyl-1H-indazol-3-yl)methyl)piperidin-1-yl)ethan-1-one BrC1=C(C=C2C(=NNC2=C1)CC1CCN(CC1)C(C)=O)C